OC(=O)C(F)(F)F.CN1C(C2=CN=CC=C2C=C1)=O 2-methyl-2,7-naphthyridin-1-one TFA salt